O=C1NC(CCC1N1C(C2=CC=CC(=C2C1)CNC(=O)C1CCNCC1)=O)=O N-[[2-(2,6-dioxo-3-piperidyl)-1-oxo-isoindolin-4-yl]methyl]piperidine-4-carboxamide